2-Cycloheptylisoindol-1-one C1(CCCCCC1)N1C(C2=CC=CC=C2C1)=O